C(CCCCC)C1CCCC1 n-Hexylcyclopentane